5-chloro-2-methoxy-N-(5,6,7,8-tetrahydro-1,6-naphthyridin-3-yl)benzenesulfonamide hydrochloride Cl.ClC=1C=CC(=C(C1)S(=O)(=O)NC=1C=NC=2CCNCC2C1)OC